[Cl-].C(CCCCCCCCCCCCCCCCCCCCC)[N+](C)(C)C BEHENYLTRIMETHYLAMMONIUM CHLORIDE